4-((1s,4s)-7-azabicyclo[2.2.1]Heptane-7-carbonyl)-5-(6-(((S)-1-cyclopropyl-2,2,2-trifluoroethyl)amino)-4-(difluoromethyl)pyridin-3-yl)thiazole-2-carboxylic acid potassium salt [K+].C12CCC(CC1)N2C(=O)C=2N=C(SC2C=2C=NC(=CC2C(F)F)N[C@H](C(F)(F)F)C2CC2)C(=O)[O-]